COC(=O)C=1NC=C(C1C1=CC=CC=C1)C1=NN(C=C1)C(C)C.BrC1=C(C=C(C2=C1N(C=N2)C(F)F)C2=CC=C(C=C2)OC(F)(F)F)CBr 7-bromo-6-(bromomethyl)-1-(difluoromethyl)-4-[4-(trifluoromethoxy)phenyl]benzimidazole methyl-4-(1-isopropyl-1H-pyrazol-3-yl)-3-phenyl-1H-pyrrole-2-carboxylate